Ethyl 5-methoxy-4-(trifluoromethyl)-1H-pyrrolo[2,3-c]pyridine-2-carboxylate COC=1C(=C2C(=CN1)NC(=C2)C(=O)OCC)C(F)(F)F